1-[(3S,4R)-3-fluoro-4-[(2-{3-[(4-methanesulfonyl-2-methoxyphenyl)amino]prop-1-yn-1-yl}-1-(2,2,2-trifluoroethyl)-1H-indol-4-yl)amino]piperidin-1-yl]propan-1-one F[C@H]1CN(CC[C@H]1NC1=C2C=C(N(C2=CC=C1)CC(F)(F)F)C#CCNC1=C(C=C(C=C1)S(=O)(=O)C)OC)C(CC)=O